Cl.COC(=O)C=1C=NC(=CC1Cl)C 4-chloro-6-methyl-pyridine-3-carboxylic acid methyl ester hydrochloride